2-((2-((tert-butoxycarbonyl)(methyl)amino)ethyl)sulfonyl)ethyl cinnamate C(C=CC1=CC=CC=C1)(=O)OCCS(=O)(=O)CCN(C)C(=O)OC(C)(C)C